C(C)OC(CN1C2=C(C=C1C(=O)N)CC(C2)(C)C)OCC 1-(2,2-diethoxyethyl)-5,5-dimethyl-1,4,5,6-tetrahydrocyclopenta[b]pyrrole-2-carboxamide